methyl 2-(4-(2-(4-chloro-2-fluorophenyl)-2-methylbenzo[d][1,3]dioxol-4-yl)-2,3,6-trifluorobenzyl)-1-(((S)-oxetan-2-yl)methyl)-1H-benzo[d]imidazole-6-carboxylate ClC1=CC(=C(C=C1)C1(OC2=C(O1)C=CC=C2C2=C(C(=C(CC1=NC3=C(N1C[C@H]1OCC1)C=C(C=C3)C(=O)OC)C(=C2)F)F)F)C)F